ClC1=CC=C(C=C1)\C=N/C1=NN=C2SC3=C(N21)C=CC(=C3)C N-[(1Z)-(4-chlorophenyl)methylene]-7-methyl[1,2,4]triazolo[3,4-b][1,3]benzothiazol-3-amine